C(CCCCCCCCCCCCC)NCCCCCCCCCCCCCCCC tetradecyl-hexadecylamine